(2R,3S,4S,5S)-4-(aminomethyl)-3-(2-trifluoromethylphenyl)-4-(5-chloro-2-fluorophenyl)-5-neopentylpyrrolidine-2-carboxylic acid tert-butyl ester C(C)(C)(C)OC(=O)[C@@H]1N[C@H]([C@@]([C@@H]1C1=C(C=CC=C1)C(F)(F)F)(C1=C(C=CC(=C1)Cl)F)CN)CC(C)(C)C